N-(3-(Trifluoromethoxy)phenyl)-2-(((2-(trifluoromethyl)pyridin-4-yl)thio)methyl)-1H-benzo[d]imidazol-5-amine FC(OC=1C=C(C=CC1)NC1=CC2=C(NC(=N2)CSC2=CC(=NC=C2)C(F)(F)F)C=C1)(F)F